C(C)OC1=NC2=C(N1CC1=CC=C(C=C1)C1=C(C=CC(=C1)N1C[C@@H](CCC1)C)C1=NOC(N1)=O)C(=CC=C2)C(=O)O (R)-2-ethoxy-1-((5'-(3-methylpiperidin-1-yl)-2'-(5-oxo-4,5-dihydro-1,2,4-oxadiazol-3-yl)-[1,1'-biphenyl]-4-yl)methyl)-1H-benzo[d]imidazole-7-carboxylic Acid